4-[(3S)-3-amino-3-methylpyrrolidin-1-yl]-N-cyclohexyl-5-(3,5-difluorophenyl)-6-(trifluoromethyl)pyridine-3-carboxamide N[C@@]1(CN(CC1)C1=C(C=NC(=C1C1=CC(=CC(=C1)F)F)C(F)(F)F)C(=O)NC1CCCCC1)C